[1,1'-Bi(cyclopropan)]-1-yl(4-methylenepiperidin-1-yl)methanone C1(CC1)(C1CC1)C(=O)N1CCC(CC1)=C